3-(2-(3-methylisoxazol-5-yl)acetamido)-1H-pyrazol CC1=NOC(=C1)CC(=O)NC1=NNC=C1